ClC=1C(=NC(=NC1)N[C@H]1CN(CC1)CCC1CCN(CC1)CC1(CCN(CC1)C1=CC2=CN(C=C2C=C1)C1C(NC(CC1)=O)=O)O)C1=CNC2=CC=CC=C12 5-(4-((4-(2-((R)-3-((5-chloro-4-(1H-indol-3-yl)pyrimidin-2-yl)amino)pyrrolidine-1-yl)ethyl)piperidin-1-yl)methyl)-4-hydroxypiperidin-1-yl)-2-(2,6-dioxopiperidin-3-yl)isoindole